5-Bromobenzo[1,3]dioxole-4-carboxylic acid BrC1=C(C2=C(OCO2)C=C1)C(=O)O